S(=O)(=O)(O)OCCN 2-aminoethyl hydrogensulfate